4-bromo-N-methylpyridin-2-amine BrC1=CC(=NC=C1)NC